C(N1C(C=2C(CCC1)=CC=C[N+]2[O-])=O)([2H])([2H])[2H] 8-(methyl-d3)-9-oxo-6,7,8,9-tetrahydro-5H-pyrido[2,3-c]azepin-1-oxide